N5-cyclobutyl-N3-methyl-2-oxo-1-(1-phenylethyl)-1,2-dihydropyridine-3,5-dicarboxamide C1(CCC1)NC(=O)C=1C=C(C(N(C1)C(C)C1=CC=CC=C1)=O)C(=O)NC